COC(C1=CC=C(C=C1)[C@H](C)NC=1N=CC2=C(N1)N(C(C=C2)=O)CC2(COC2)C)=O Methyl-4-[(1S)-1-({8-[(3-methyloxetan-3-yl)methyl]-7-oxo-pyrido[2,3-d]pyrimidin-2-yl}amino)ethyl]benzoat